L-N-methyl-3-(3-pyridyl)-alanine CN[C@@H](CC=1C=NC=CC1)C(=O)O